C(#N)N1C[C@@]2(CCO2)[C@H](C1)NC(=O)C1=NNC(=C1)C1=C(C=CC=C1)OC1=CC=CC=C1 N-((4S,8S)-6-cyano-1-oxa-6-azaspiro[3.4]octan-8-yl)-5-(2-phenoxyphenyl)-1H-pyrazole-3-carboxamide